(S)-3-((6'-chloro-5-(morpholinomethyl)-[2,3'-bipyridin]-4'-yl)amino)butan-1-ol ClC1=CC(=C(C=N1)C1=NC=C(C=C1)CN1CCOCC1)N[C@H](CCO)C